5-cyano-3-(1H-imidazol-1-yl)-N-((trans)-4-((2,2,2-trifluoroethyl)amino)cyclohexyl)isoquinoline-1-carboxamide (1R,5S,6s)-tert-butyl-6-ethynyl-3-azabicyclo[3.1.0]hexane-3-carboxylate C(C)(C)(C)OC(=O)N1C[C@@H]2C([C@@H]2C1)C#C.C(#N)C1=C2C=C(N=C(C2=CC=C1)C(=O)N[C@@H]1CC[C@H](CC1)NCC(F)(F)F)N1C=NC=C1